C(C)OC(=O)C=1C(=CC=CC1)C1=CC=C(C=C1)CBr 4'-bromomethyl-2-biphenylcarboxylic acid ethyl ester